N1=NC(C=2C1=NC=1N(C2)C=CC1)=O pyrazolo[3,4-d]Pyrrolo[1,2-a]Pyrimidone